C1(CC1)C(=O)N1C=CC2=CC(=CC=C12)C=1N=C(SC1C)C(=O)O (1-(cyclopropanecarbonyl)indol-5-yl)-5-methylthiazole-2-carboxylic acid